N-(3-chloro-1H-indol-7-yl)-1-(2,2-dimethoxyethyl)pyrazole-4-sulfonamide ClC1=CNC2=C(C=CC=C12)NS(=O)(=O)C=1C=NN(C1)CC(OC)OC